C(C)OC(=O)C=1C=NN(C1)C1=CC=C(C=C1)C(N)=NO 1-(4-(N'-hydroxycarbamimidoyl)phenyl)-1H-pyrazole-4-carboxylic acid ethyl ester